S1C(CSCC1)N1CCNCC1 (1,4-dithianyl)piperazine